CN(C=1N=C(C2=C(N1)C=NC(=C2)N2CCOCC2)N[C@H](C)C2=CC(=CC(=C2)C(F)(F)F)[N+](=O)[O-])C (R)-N2,N2-dimethyl-6-morpholino-N4-(1-(3-nitro-5-(trifluoromethyl)phenyl)ethyl)pyrido[3,4-d]pyrimidine-2,4-diamine